C1CC12CCN(CC2)C=2C=C(C=CC2N2N=NC(=C2C)C2=NC(=NC(=C2)C)N2CCC(CC2)(F)F)NS(=O)(=O)CCO N-(3-{6-azaspiro[2.5]octan-6-yl}-4-{4-[2-(4,4-difluoropiperidin-1-yl)-6-methylpyrimidin-4-yl]-5-methyl-1H-1,2,3-triazol-1-yl}phenyl)-2-hydroxyethane-1-sulfonamide